C(C1=CC=CC=C1)C(C(C)CC1=CC=CC=C1)C Bis-benzylbutane